ClC1=C(C=CC=C1)C1=NN=C(S1)NC(=O)C1=CC(=NO1)CCO N-(5-(2-chlorophenyl)-1,3,4-thiadiazol-2-yl)-3-(2-hydroxyethyl)isoxazole-5-carboxamide